N1(CC1)CCC(=O)O.N1(CC1)CCC(=O)O.N1(CC1)CCC(=O)O.OCC(CO)(CC)CO 2,2-bis-hydroxymethyl-butanol-tris[3-(1-aziridinyl) propionate]